C1=CC=CC=2C3=CC=CC=C3N(C12)C=1C=C(C=C(C1)C)C1=CC(=CC=C1)F 3-(9H-carbazol-9-yl)-3'-fluoro-5-methyl-[1,1'-biphenyl]